C(C)C(C(=O)[O-])CC.[Ca+2].C(C)C(C(=O)[O-])CC calcium 2-ethylbutyrate